7-methyl-2,5-norbornadiene CC1C2C=CC1C=C2